3-(pyridin-4-ylamino)-N-(4-(pyridin-4-yloxy)pyridin-2-yl)benzamide N1=CC=C(C=C1)NC=1C=C(C(=O)NC2=NC=CC(=C2)OC2=CC=NC=C2)C=CC1